5-ethynyl-1-oxoisoindolin C(#C)C=1C=C2CNC(C2=CC1)=O